ClC1=C(C(=NC=C1C(=O)O)Cl)Cl 4,5,6-trichloronicotinic acid